ClC1=C(C(=CC(=C1)F)F)N1C=C(C(C2=CC(=C(N=C12)N(C)C)F)=O)C(=O)NC(C(F)(F)F)C(F)(F)F 1-(2-chloro-4,6-difluorophenyl)-7-(dimethylamino)-6-fluoro-N-(1,1,1,3,3,3-hexafluoroprop-2-yl)-4-oxo-1,4-dihydro-1,8-naphthyridine-3-carboxamide